2-allylphenol C(C=C)C1=C(C=CC=C1)O